1,1,2,3,3,4,4,5,5,5-decafluoro-1-pentene FC(=C(C(C(C(F)(F)F)(F)F)(F)F)F)F